O[C@H]([C@H](C[C@@H](C(CC)=O)C)C)CC (4S,6S,7S)-7-hydroxy-4,6-dimethylnonan-3-one